CN(C1=C2N=CNC2=NC=N1)C N,N-dimethyl-9H-purin-6-amine